2-((1r,4r)-4-cyclopropoxycyclohexylamino)-4-(tert-pentylamino)pyrimidine-5-carboxamide C1(CC1)OC1CCC(CC1)NC1=NC=C(C(=N1)NC(C)(C)CC)C(=O)N